NC=1N2C(C=3N(C(N(C3N1)CCN1CCN(CC1)C=1C(=CC(=C(C(=O)NCC3NCCOC3)C1)F)F)=O)C)=CC(=N2)C=2OC=CC2 5-(4-(2-(5-amino-8-(furan-2-yl)-1-methyl-2-oxo-1H-pyrazolo[5,1-i]purin-3(2H)-yl)ethyl)piperazin-1-yl)-2,4-difluoro-N-(morpholin-3-ylmethyl)benzamide